1-methyl-2-((1R,2S,3R)-3-phenyl-2-(pyridin-2-yl)cyclobutyl)-1H-benzimidazole CN1C(=NC2=C1C=CC=C2)[C@H]2[C@H]([C@@H](C2)C2=CC=CC=C2)C2=NC=CC=C2